C(C)N(C(C(CO)C1=CC=CC=C1)=O)CC1=CC=NC=C1 N-ethyl-α-(hydroxymethyl)-N-(4-pyridylmethyl)phenylacetamide